(7-(3-nitro-5-(1,2,4-oxadiazol-3-yl)phenyl)pyrazolo[1,5-a]pyridin-3-yl)(piperidin-1-yl)methanone [N+](=O)([O-])C=1C=C(C=C(C1)C1=NOC=N1)C1=CC=CC=2N1N=CC2C(=O)N2CCCCC2